FC1=CN=C2C(=CC=NC2=C1)C1=C(C=2C(NCCC2N1)=O)NC1=C(C(=CC=C1)F)OC 2-(7-fluoro-1,5-naphthyridin-4-yl)-3-[(3-fluoro-2-methoxyphenyl)amino]-1H,5H,6H,7H-pyrrolo[3,2-c]pyridin-4-one